C(C)(C)C1=C(C(=C(C1=C)C(C)C)C(C)C)C(C)C tetraisopropylfulvene